C(CCC(=O)C)(=O)OCC ethyl levulinate